3-((3-ethoxy-2,4,6-trifluoro-5-methoxyphenyl)sulfamoyl)benzoic acid C(C)OC=1C(=C(C(=C(C1F)OC)F)NS(=O)(=O)C=1C=C(C(=O)O)C=CC1)F